O=C1N(CCC(N1)=O)C1=NN(C2=CC(=C(C=C12)F)C1CCN(CC1)[C@@H]1CC[C@H](CC1)C(=O)O)C trans-(1r,4r)-4-(4-(3-(2,4-dioxotetrahydropyrimidin-1(2H)-yl)-5-fluoro-1-methyl-1H-indazol-6-yl)piperidin-1-yl)cyclohexane-1-carboxylic acid